T-butyl ethylcarbamate C(C)NC(OC(C)(C)C)=O